COC(C1CN(C1)C1=CC(=C(C(=O)OC)C=C1)C=O)OC methyl 4-[3-(dimethoxymethyl) azetidin-1-yl]-2-formyl-benzoate